4-[3-[1-(2,6-Dioxo-3-piperidyl)-3-methyl-2-oxo-benzimidazol-5-yl]propyl]piperidine-4-carboxylic acid O=C1NC(CCC1N1C(N(C2=C1C=CC(=C2)CCCC2(CCNCC2)C(=O)O)C)=O)=O